NC1=CC=C(C=C1)C1(CCN(CC1)C(=O)OC(C)(C)C)C Tert-butyl 4-(4-aminophenyl)-4-methylpiperidine-1-carboxylate